C1(CC1)C=1C=C2C(C(N(C2=C(C1)F)CC(=O)NCCCC(=O)O)=O)(C)C 4-(2-(5-cyclopropyl-7-fluoro-3,3-dimethyl-2-oxoindolin-1-yl)acetamido)butanoic acid